BrCC(=O)C1=C(C(=O)NC)C=CC=C1 (2-bromoacetyl)-N-methylbenzamide